C(C)(C)C1=C(C=CC=C1)B(O)O 2-ISOPROPYLPHENYLBORONIC ACID